CNC=1C=CC=2N(C1)C=CN2 N-methylimidazo[1,2-a]pyridin-6-amine